2-isopropyl-6-methyl-4-(methylthio)pyridin-3-amine C(C)(C)C1=NC(=CC(=C1N)SC)C